4-[4-[3-(5-ethoxy-6-methoxy-2-pyridyl)-1,2,4-oxadiazol-5-yl]piperidine-1-carbonyl]-1-phenyl-pyrrolidin-2-one C(C)OC=1C=CC(=NC1OC)C1=NOC(=N1)C1CCN(CC1)C(=O)C1CC(N(C1)C1=CC=CC=C1)=O